F[C@H]1CN(CC[C@H]1NC1=C2C=C(N(C2=CC=C1)CC(F)(F)F)C1=NOC(=N1)CNC(=O)C1=CN(C=C1)[C@H]1C[C@H](CC1)OC)C N-{[3-(4-{[(3S,4R)-3-fluoro-1-methylpiperidin-4-yl]amino}-1-(2,2,2-trifluoroethyl)-1H-indol-2-yl)-1,2,4-oxadiazol-5-yl]methyl}-1-[(1R,3S)-3-methoxycyclopentyl]-1H-pyrrole-3-carboxamide